FC1=CC=C(C=C1)CC(=O)NC1=CC=C(C=C1)COC(=O)N[C@H](C(=O)OCC#N)CC(C)C cyanomethyl (2S)-2-[[4-[[2-(4-fluorophenyl)acetyl]amino]phenyl]methoxycarbonylamino]-4-methylpentanoate